O(C1=CC=CC=C1)C1=CC=C(C=C1)C=1C=C(N2N=CN=C(C21)N)[C@@H]2CC[C@@H](CC2)N2CCNCC2 cis-5-(4-phenoxyphenyl)-7-(4-(piperazin-1-yl)cyclohexyl)pyrrolo[2,1-f][1,2,4]triazin-4-amine